2-methyl-6-(methyl-d3)-2,3,4,4a,6,8-hexahydro-1H-pyrazino[1',2':4,5]pyrazino[2,3-c][1,8]naphthyridine-5,7-dione CC1NCC2N(C3=C(C(NC=4N=CC=CC34)=O)N(C2=O)C([2H])([2H])[2H])C1